4-(4-((3-bromo-2-chlorophenyl)thio)-1H-imidazol-1-yl)-1-methylpiperidine BrC=1C(=C(C=CC1)SC=1N=CN(C1)C1CCN(CC1)C)Cl